6-(4-(4-(aminomethyl)-1-oxo-1,2-dihydrophthalazin-6-yl)-1-methyl-1H-pyrazol-5-yl)-3-methoxyquinoline-5-carbonitrile NCC1=NNC(C2=CC=C(C=C12)C=1C=NN(C1C1=C(C=2C=C(C=NC2C=C1)OC)C#N)C)=O